2-((6'-Chloro-4'-(((1s,4s)-4-(hydroxymethyl)cyclohexyl)amino)-[2,3'-bipyridin]-5-yl)oxy)ethan-1-ol ClC1=CC(=C(C=N1)C1=NC=C(C=C1)OCCO)NC1CCC(CC1)CO